2-[1-(3,6-dimethyl-2-morpholino-4-oxo-quinazolin-8-yl)ethylamino]-6-methyl-benzoic acid CN1C(=NC2=C(C=C(C=C2C1=O)C)C(C)NC1=C(C(=O)O)C(=CC=C1)C)N1CCOCC1